OC1(CC1)C(=O)N1CCCC1 (1-Hydroxycyclopropyl)(pyrrolidin-1-yl)methanone